N1=C(C=CC=C1)C=1N(CC=CC1)C(=O)OC(C)(C)C t-butyl bipyridine-1'-carboxylate